BrC=1C2=C(C=NC1NC1CCC(CC1)NC(OC(C)(C)C)=O)N=C(N2CC(F)(F)F)C#N tert-butyl ((1r,4r)-4-((7-bromo-2-cyano-1-(2,2,2-trifluoroethyl)-1H-imidazo[4,5-c]pyridin-6-yl)amino)cyclohexyl)carbamate